tert-butyl (3R)-3-fluoro-4-oxo-piperidine-1-carboxylate F[C@@H]1CN(CCC1=O)C(=O)OC(C)(C)C